((4-chlorophenyl)thio)(10-methylacridin-9(10H)-ylidene)methyl phosphate, disodium salt [Na+].[Na+].P(=O)(OC(=C1C2=CC=CC=C2N(C=2C=CC=CC12)C)SC1=CC=C(C=C1)Cl)([O-])[O-]